ClC1=CC(=C(C=C1)C1(OC2=C(O1)C=CC=C2C2CCN(CC2)CC2=NC1=C(N2CCN2CCCC2)C=C(C=C1)C(=O)O)C)F 2-({4-[2-(4-chloro-2-fluorophenyl)-2-methyl-1,3-benzodioxol-4-yl]piperidin-1-yl}methyl)-1-[2-(pyrrolidin-1-yl)ethyl]-1H-benzimidazole-6-carboxylic acid